2-(4-(6-methoxy-2-phenyl-3,4-dihydronaphthalen-1-yl)phenyl)ethan-1-ol COC=1C=C2CCC(=C(C2=CC1)C1=CC=C(C=C1)CCO)C1=CC=CC=C1